4-methoxy-3-(((3aS,4S,6S,7aR)-3a,5,5-trimethylhexahydro-4,6-methanobenzo[d][1,3,2]dioxaborol-2-yl)methyl)benzenesulfonamide COC1=C(C=C(C=C1)S(=O)(=O)N)CB1O[C@@]2([C@H](O1)C[C@H]1C([C@@H]2C1)(C)C)C